ETHYLTHIOPERAZINE CCSC1=CC2=C(C=C1)SC3=CC=CC=C3N2CCCN4CCN(CC4)C